4-(2-amino-4-((trans-4-hydroxycyclohexyl)amino)pyrimidin-5-yl)-5,6-dihydropyridine-1(2H)-carboxylic acid tert-butyl ester C(C)(C)(C)OC(=O)N1CC=C(CC1)C=1C(=NC(=NC1)N)N[C@@H]1CC[C@H](CC1)O